1-[1-[2-amino-4-(trifluoromethoxy)benzoyl]-4-piperidyl]-6-(2-oxo-4-piperidyl)-3H-imidazo[4,5-b]pyridin-2-one NC1=C(C(=O)N2CCC(CC2)N2C(NC3=NC=C(C=C32)C3CC(NCC3)=O)=O)C=CC(=C1)OC(F)(F)F